3-{4-[(2-{[2-(methylsulfonyl)ethyl]amino}-4-pyrimidinyl)oxy]phenyl}-1-[3-(trifluoromethyl)phenyl]-2,4-imidazolidinedione CS(=O)(=O)CCNC1=NC=CC(=N1)OC1=CC=C(C=C1)N1C(N(CC1=O)C1=CC(=CC=C1)C(F)(F)F)=O